piperidine-3-carbonitrile formate C(=O)O.N1CC(CCC1)C#N